4-bromo-7-fluoro-3-hydrazono-1,3-dihydro-indol-2-one BrC1=C2C(C(NC2=C(C=C1)F)=O)=NN